sodium 2-pyrrolidone-5-carboxylate N1C(CCC1C(=O)[O-])=O.[Na+]